ClC=1C=C(C=2N(N1)C(=CN2)C=2C=NNC2)NCC2=NC1=C(N2)C=C(C(=C1)Cl)Cl 6-chloro-N-((5,6-dichloro-1H-benzo[d]imidazol-2-yl)methyl)-3-(1H-pyrazol-4-yl)imidazo[1,2-b]pyridazin-8-amine